ketogeraniol carbonate C(O)(=O)OC/C=C(/CCC=C(C=O)C)\C